FC([C@H]1N(S(OC1)(=O)=O)C(=O)OCC1=CC=CC=C1)(F)F (S)-benzyl 4-(trifluoromethyl)-1,2,3-oxathiazolidine-3-carboxylate 2,2-dioxide